O=C1NC(CCC1N1C(N(C2=C1C=CC=C2CN2CC(C2)OC2CCN(CC2)C(=O)OC(C)(C)C)C)=O)=O t-butyl 4-[1-[[1-(2,6-dioxo-3-piperidyl)-3-methyl-2-oxo-benzimidazol-4-yl]methyl] azetidin-3-yl]oxypiperidine-1-carboxylate